1-(4-((4-(2-(azepan-1-yl)ethoxy)phenyl)amino)piperidin-1-yl)-2-(2,4-difluorophenyl)-3-(1H-1,2,4-triazol-1-yl)propan-2-ol N1(CCCCCC1)CCOC1=CC=C(C=C1)NC1CCN(CC1)CC(CN1N=CN=C1)(O)C1=C(C=C(C=C1)F)F